2-bromo-3,5-dichloropyridine BrC1=NC=C(C=C1Cl)Cl